2-[(2E)-2-(aminomethyl)-3-fluoroprop-2-en-1-yl]-4-{3-methyl-5-[3-(4H-1,2,4-triazol-3-yl)phenyl]pyridin-2-yl}-2,4-dihydro-3H-1,2,4-triazol-3-one NC/C(/CN1N=CN(C1=O)C1=NC=C(C=C1C)C1=CC(=CC=C1)C1=NN=CN1)=C\F